ethyl 5-(6-((tert-butoxycarbonyl)amino)imidazo[1,2-a]pyridin-3-yl)thiophen-2-carboxylate C(C)(C)(C)OC(=O)NC=1C=CC=2N(C1)C(=CN2)C2=CC=C(S2)C(=O)OCC